FC(C1=CC=C2C(=N1)N=C(N2)CCC(F)(F)F)(F)F 5-(Trifluoromethyl)-2-(3,3,3-trifluoropropyl)imidazo[4,5-b]pyridin